(R)-(1-(2-((1-(3,4,5-trimethoxyphenyl)-1H-imidazol-4-yl)amino)-6,7-dihydro-5H-cyclopenta[d]pyrimidin-4-yl)pyrrolidin-2-yl)methanol COC=1C=C(C=C(C1OC)OC)N1C=NC(=C1)NC=1N=C(C2=C(N1)CCC2)N2[C@H](CCC2)CO